methyl 2-[[(3-ethylsulfonyl-6-methoxy-imidazo[1,2-a]pyridin-2-yl)amino]methyl]-5-(trifluoromethoxy)benzoate C(C)S(=O)(=O)C1=C(N=C2N1C=C(C=C2)OC)NCC2=C(C(=O)OC)C=C(C=C2)OC(F)(F)F